N-(4-((1-ethyl-2-keto-2,3-dihydro-1H-imidazo[4,5-b]pyridin-7-yl)oxy)-3-fluorophenyl)-1-phenyl-5-(trifluoromethyl)-1H-pyrazole-4-carboxamide C(C)N1C(NC2=NC=CC(=C21)OC2=C(C=C(C=C2)NC(=O)C=2C=NN(C2C(F)(F)F)C2=CC=CC=C2)F)=O